C(C)(C)(C)C1=CC=C2C(NS(C3=CC=CC(C(N(CCC4CC(N(C2=N1)C4)(C)C)C4=CC=CC=C4)=O)=C3)(=O)=O)=O 8-tert-butyl-12,12-dimethyl-17-phenyl-2λ6-thia-3,9,11,17-tetraazatetracyclo[17.3.1.111,14.05,10]tetracosa-1(22),5,7,9,19(23),20-hexaene-2,2,4,18-tetrone